BrC=1N=C2C(=NC1)N(C=C2C(=O)N[C@H](COC)C)COCC[Si](C)(C)C (S)-2-bromo-N-(1-methoxypropan-2-yl)-5-{[2-(trimethylsilyl)eth-oxy]methyl}-5H-pyrrolo[2,3-b]pyrazine-7-carboxamide